(Z)-3-(5-(4-(2-(2-(4-(1-(4-hydroxyphenyl)-2-phenylbut-1-en-1-yl)phenoxy)ethoxy)ethyl)piperazin-1-yl)-1-oxoisoindolin-2-yl)piperidine-2,6-dione OC1=CC=C(C=C1)/C(=C(\CC)/C1=CC=CC=C1)/C1=CC=C(OCCOCCN2CCN(CC2)C=2C=C3CN(C(C3=CC2)=O)C2C(NC(CC2)=O)=O)C=C1